5-(1-(fluoromethyl)cyclopropyl)-1,2,4-oxadiazole-3-carboxamide FCC1(CC1)C1=NC(=NO1)C(=O)N